tert-butyl 9-[3-ethynyl-6-[8-ethynyl-7-fluoro-3-(methoxymethoxy)-1-naphthyl]-5-fluoro-4-methyl-2,7-naphthyridin-1-yl]-3-oxa-7,9-diazabicyclo[3.3.1]nonane-7-carboxylate C(#C)C=1N=C(C2=CN=C(C(=C2C1C)F)C1=CC(=CC2=CC=C(C(=C12)C#C)F)OCOC)N1C2COCC1CN(C2)C(=O)OC(C)(C)C